3-(4-cycloprop-oxypyridin-2-yl)-N-(3-methyl-pyridin-2-yl)-1,2,4-thiadiazol-5-amine C1(CC1)OC1=CC(=NC=C1)C1=NSC(=N1)NC1=NC=CC=C1C